C1(CCCC1)NC(=O)NC1=CC=C2C(=N1)C(=CN2)C2CCN1CCCC1C2 N-cyclopentyl-N'-(3-(octahydroindolizin-7-yl)pyrrolo[3,2-b]pyridin-5-yl)urea